(1R,3S,5S)-N1-{[4-(5-methoxypyridin-3-yl)phenyl]methyl}-5-(1,3-oxazol-2-yl)-N3-[6-(2,2,2-trifluoroethyl)thieno[2,3-d]pyrimidin-4-yl]cyclohexane-1,3-diamine hydrochloride Cl.COC=1C=C(C=NC1)C1=CC=C(C=C1)CN[C@H]1C[C@H](C[C@H](C1)C=1OC=CN1)NC=1C2=C(N=CN1)SC(=C2)CC(F)(F)F